(R)-N'-((5-(2-cyanopyridin-4-yl)-2,3-dihydro-1H-inden-4-yl)carbamoyl)-6,7-dihydro-5H-pyrazolo[5,1-b][1,3]oxazine-3-sulfonimidamide C(#N)C1=NC=CC(=C1)C=1C(=C2CCCC2=CC1)NC(=O)N=[S@](=O)(N)C=1C=NN2C1OCCC2